Cis-2-(3-bromo-5-fluorobenzyl)-3-((methylsulfonyl)amino)pyrrolidine-1-carboxylic acid tert-butyl ester C(C)(C)(C)OC(=O)N1[C@H]([C@H](CC1)NS(=O)(=O)C)CC1=CC(=CC(=C1)F)Br